FC(C1=CC=2C(=NN(N2)C2=C(C(=CC(=C2)C(C)(C)C)C(C)(C)C2=CC=CC=C2)O)C=C1)(F)F 5-trifluoromethyl-2-(2-hydroxy-3-alpha-cumyl-5-tert-butyl-phenyl)-2H-benzotriazole